(phenylsulfonyl)butanamide C1(=CC=CC=C1)S(=O)(=O)C(C(=O)N)CC